2-amino-9-((2R,4S,5R)-4-((tert-butyldimethylsilyl)oxy)-5-(((tert-butyldimethylsilyl)oxy)methyl)tetrahydrofuran-2-yl)-1,9-dihydro-6H-purine-6-thione NC=1NC(C=2N=CN(C2N1)[C@@H]1O[C@@H]([C@H](C1)O[Si](C)(C)C(C)(C)C)CO[Si](C)(C)C(C)(C)C)=S